1-(3-(4-amino-5-(4-((6-methylpyridin-2-yl)oxy)phenyl)pyrrolo[2,1-f][1,2,4]triazin-6-yl)pyrrolidin-1-yl)prop-2-en-1-one NC1=NC=NN2C1=C(C(=C2)C2CN(CC2)C(C=C)=O)C2=CC=C(C=C2)OC2=NC(=CC=C2)C